3-(iodomethyl)-1,1-dimethylazetidin-1-ium ICC1C[N+](C1)(C)C